4-((((2S,4S)-2-(3-bromobenzyl)-4-hydroxypyrrolidin-2-yl)methyl)amino)-5-chloro-2-fluoro-N-(thiazol-2-yl)benzenesulfonamide BrC=1C=C(C[C@@]2(NC[C@H](C2)O)CNC2=CC(=C(C=C2Cl)S(=O)(=O)NC=2SC=CN2)F)C=CC1